bis[(t-butyl)(trimethylsilyl)amino]cobalt C(C)(C)(C)N([Si](C)(C)C)[Co]N(C(C)(C)C)[Si](C)(C)C